C[C@@H]1CN(C[C@@H](N1)C)C1=CC=CC(=N1)[C@H](C)NC=1C2=C(N=CN1)NC=C2C2=CC(=NC=C2)NC N-((S)-1-(6-((3R,5S)-3,5-dimethylpiperazin-1-yl)pyridin-2-yl)ethyl)-5-(2-(methylamino)pyridin-4-yl)-7H-pyrrolo[2,3-d]pyrimidin-4-amine